C1=CC=C2C(=C1)C(=CN2)C[C@@H](C(=O)[O-])N The molecule is the L-enantiomer of tryptophanate. It has a role as an animal metabolite and a plant metabolite. It is a tryptophanate and a L-alpha-amino acid anion. It is a conjugate base of a L-tryptophan. It is an enantiomer of a D-tryptophanate.